4-[[(1R,3S)-3-amino-2,2,3-trimethyl-cyclopentyl]amino]-6-bromo-N'-[2-ethyl-4-[tert-butyl(dimethyl)silyl]oxy-phenyl]pyrrolo[1,2-b]pyridazine-3-carboxamidine N[C@@]1(C([C@@H](CC1)NC=1C=2N(N=CC1C(=NC1=C(C=C(C=C1)O[Si](C)(C)C(C)(C)C)CC)N)C=C(C2)Br)(C)C)C